Tert-butyl 5-(6-chloro-2,3-dihydro-1H-inden-5-yl)-3,6-dihydropyridine-1(2H)-carboxylate ClC1=C(C=C2CCCC2=C1)C1=CCCN(C1)C(=O)OC(C)(C)C